4-bromo-7-methoxy-1-{[2-(trimethylsilyl)ethoxy]methyl}-1H-pyrrolo[2,3-c]pyridine BrC1=C2C(=C(N=C1)OC)N(C=C2)COCC[Si](C)(C)C